C1=CC=CC=2C3=CC=CC=C3C(C12)COC(N[C@H](C(=O)N1CCC(CC1)CO)COC(C1=CC=CC=C1)(C1=CC=C(C=C1)OC)C1=CC=C(C=C1)OC)=O N-[(1S)-1-[[bis(4-methoxyphenyl)-phenyl-methoxy]methyl]-2-[4-(hydroxymethyl)-1-piperidinyl]-2-oxo-ethyl]carbamic acid 9H-fluoren-9-ylmethyl ester